CC(C)C1=CC2=C(C=C1)C=C(C=C2)C(C)C The molecule is a member of the class of napthalenes that is naphthalene which is substituted by an isopropyl group at positions 2 and 6. It is a plant growth regulator which inhibits the sprouting of potatoes during storage. It has a role as a plant growth retardant and an agrochemical.